3,4-Dihydroquinolin-2(1h)-One N1C(CCC2=CC=CC=C12)=O